(E)-1-[2-(Cyclohexylmethoxy)-6-hydroxyphenyl]-3-(4-ethylphenyl)prop-2-en-1-one C1(CCCCC1)COC1=C(C(=CC=C1)O)C(\C=C\C1=CC=C(C=C1)CC)=O